S(CCC(C(=O)[O-])CC1=CC(=C(C(=C1)C(C)(C)C)O)C(C)(C)C)CCC(C(=O)[O-])CC1=CC(=C(C(=C1)C(C)(C)C)O)C(C)(C)C 2,2'-thiodiethylenebis[3-(3,5-di-t-butyl-4-hydroxyphenyl) propionate]